C1(CC1)N1C=NC(=C1)C(=O)NCC1=NC(=NO1)C=1N(C2=CC=CC(=C2C1)N[C@H]1[C@H](CN(CC1)C)F)CC(F)(F)F 1-cyclopropyl-N-{[3-(4-{[(3S,4R)-3-fluoro-1-methylpiperidin-4-yl]amino}-1-(2,2,2-trifluoroethyl)-1H-indol-2-yl)-1,2,4-oxadiazol-5-yl]methyl}-1H-imidazole-4-carboxamide